C(C1=CC=CC=C1)OC1=C(C(=O)C2=CC=CC=C2)C=CC=C1 benzoxybenzophenone